benzyl (3s,5r)-4-(2-((5-(2,4-dioxotetrahydropyrimidin-1(2H)-yl) pyridin-2-yl) oxy) ethyl)-3,5-dimethylpiperazine-1-carboxylate O=C1N(CCC(N1)=O)C=1C=CC(=NC1)OCCN1[C@H](CN(C[C@H]1C)C(=O)OCC1=CC=CC=C1)C